methyl 5-[(3R)-3-methylmorpholin-4-yl]-2-[3,3,3-trifluoro-2-(trifluoromethanesulfonyloxy)propyl]pyrazole-3-carboxylate C[C@H]1N(CCOC1)C=1C=C(N(N1)CC(C(F)(F)F)OS(=O)(=O)C(F)(F)F)C(=O)OC